N-methyl-N-ethyl-N-pentylammonium bis(trifluoromethylsulfonyl)imide salt [N-](S(=O)(=O)C(F)(F)F)S(=O)(=O)C(F)(F)F.C[NH+](CCCCC)CC